C1(CC1)C1=NC(=CC=C1)[Sn](C)(C)C 2-cyclopropyl-6-(trimethylstannyl)pyridine